1-(quinolin-2-ylcarbonyl)-L-proline TFA salt OC(=O)C(F)(F)F.N1=C(C=CC2=CC=CC=C12)C(=O)N1[C@@H](CCC1)C(=O)O